6-Chloro-5-(2-chloroethyl)-N-isobutyl-2-morpholinopyrimidin-4-amine ClC1=C(C(=NC(=N1)N1CCOCC1)NCC(C)C)CCCl